C1(CC1)N1N=CC(=C1C=C1CC2(C1)CCN(CC2)C(=O)OC(C)(C)C)C2=C(C=CC=C2Cl)Cl tert-butyl 2-((1-cyclopropyl-4-(2,6-dichlorophenyl)-1H-pyrazol-5-yl) methylene)-7-azaspiro[3.5]nonane-7-carboxylate